2-pyridinylpropionic acid N1=C(C=CC=C1)C(C(=O)O)C